7-(diethylamino)benzofuran C(C)N(C1=CC=CC=2C=COC21)CC